N1=CC=CC(=C1)C(N)=N pyridine-5-carboximidamide